C(C)N(C1CN(CC1O)C(=O)OC(C)(C)C)CC tert-Butyl 3-(diethylamino)-4-hydroxypyrrolidine-1-carboxylate